FC=1C=C(C(=O)O)C=C(C1)O 3-fluoro-5-hydroxybenzoic acid